N-((1r,4r)-4-(3-chloro-4-cyanophenoxy)cyclohexyl)-6-(4-((2-(2,6-dioxopiperidin-3-yl)-7-fluoro-1-oxoisoindolin-5-yl)methyl)piperazin-1-yl)pyridazine-3-carboxamide ClC=1C=C(OC2CCC(CC2)NC(=O)C=2N=NC(=CC2)N2CCN(CC2)CC=2C=C3CN(C(C3=C(C2)F)=O)C2C(NC(CC2)=O)=O)C=CC1C#N